C1(=CC=CC=C1)NS(=O)(=O)C1CCS(CC1)(=O)=O N-phenyltetrahydro-2H-thiopyran-4-sulfonamide 1,1-dioxide